6-{2-[2-(tert-butyldimethylsilyl)ethynyl]-4-methylpyrimidin-5-yl}-5-{4-[(4-methylpyrimidin-2-yl)oxy]phenyl}-7-{[2-(trimethylsilyl)ethoxy]methyl}-7H-pyrrolo[2,3-d]pyrimidin-4-amine [Si](C)(C)(C(C)(C)C)C#CC1=NC=C(C(=N1)C)C1=C(C2=C(N=CN=C2N)N1COCC[Si](C)(C)C)C1=CC=C(C=C1)OC1=NC=CC(=N1)C